NC1=CC=CC=2N(C(N(C21)C)=O)C2C(NC(CC2)=O)=O 3-(4-Amino-3-methyl-2-oxo-benzimidazol-1-yl)piperidine-2,6-dione